C(CCC)N(C12C3C(C(CC31)C2)B2OC(C(O2)(C)C)(C)C)C N-butyl-N-methyl-3-(4,4,5,5-tetramethyl-1,3,2-dioxaborolan-2-yl)tricyclo[2.2.1.02,6]heptan-1-amine